methacryl-aminopropyl-trimethyl-ammonium chloride [Cl-].C(=O)(C(=C)C)C[N+](C)(C)CCCN